amino-L-homoalanine NN[C@@H](CC)C(=O)O